ClC=1C(=CC(=C(C1)S(=O)(=O)NC=1SC2=C(N1)C=CC(=C2)OCC2CCCC2)F)N[C@@H]2[C@H](CCCC2)N(C)C 5-chloro-N-(6-(cyclopentylmethoxy)benzo[d]thiazol-2-yl)-4-(((1S,2S)-2-(dimethylamino)cyclohexyl)amino)-2-fluorobenzenesulfonamide